ClC=1C=C(C=C(C1)F)N1C2=C(C(=C1)C(F)(F)F)C(C(C2)(F)F)O 1-(3-chloro-5-fluorophenyl)-5,5-difluoro-3-(trifluoromethyl)-1,4,5,6-tetrahydrocyclopenta[b]pyrrol-4-ol